ClC1=C(C(=O)N[C@H](C(=O)OC)CC2=C3CCCOC3=C(C=C2)B2OC(C(O2)(C)C)(C)C)C(=CC=C1)Cl methyl (S)-2-(2,6-dichlorobenzamido)-3-(8-(4,4,5,5-tetramethyl-1,3,2-dioxaborolan-2-yl)chroman-5-yl)propanoate